(R)-4-((1-(7'-methyl-9'-oxo-1',2'-dihydro-9'H-spiro[cyclopentane-1,3'-pyrrolo[2,1-b]quinazolin]-5'-yl)ethyl)amino)pyridazine-3-carboxylic acid CC1=CC=2C(N3C(=NC2C(=C1)[C@@H](C)NC1=C(N=NC=C1)C(=O)O)C1(CC3)CCCC1)=O